C(#N)CN1C[C@@H](CC1)NC1=C(C=C(C=C1)S(=O)(=O)N)[N+](=O)[O-] (R)-4-(1-(cyanomethyl)pyrrolidin-3-ylamino)-3-nitrobenzenesulfonamide